3-(6-(pyridin-4-yl)-2H-indazol-2-yl)piperidine-1-carboxylic acid tert-butyl ester C(C)(C)(C)OC(=O)N1CC(CCC1)N1N=C2C=C(C=CC2=C1)C1=CC=NC=C1